N-methoxy-N-methyl-1-(benzenesulfonyl)indole-6-carboxamide CON(C(=O)C1=CC=C2C=CN(C2=C1)S(=O)(=O)C1=CC=CC=C1)C